C=CCCCCNC(=O)NC=1C=C2C(=CNC2=CC1)C1CCN2CCCC2C1 N-(1-hexen-6-yl)-N'-(3-(octahydroindolizin-7-yl)-1H-indol-5-yl)urea